ClC=1C=C(C=CC1Cl)S(=O)(=O)NC=1C=C2C(N(C(C2=CC1)=O)C1C(NC(CC1)=O)=O)=O 3,4-dichloro-N-(2-(2,6-dioxopiperidin-3-yl)-1,3-dioxoisoindolin-5-yl)benzenesulfonamide